COC1=CC=C(C=C1)CN1CCCCN2[C@@H]([C@@H]([C@@H]2C1)C1=CC=C(C=C1)C#CC1=CC=CC=C1)CO [(8R,9R,10S)-6-[(4-methoxyphenyl)methyl]-9-[4-(2-phenylethynyl)phenyl]-1,6-diazabicyclo[6.2.0]decan-10-yl]methanol